methyl (E)-3-(3-(((4-phenylbicyclo[2.2.2]octan-1-yl)methyl)amino)phenyl)acrylate C1(=CC=CC=C1)C12CCC(CC1)(CC2)CNC=2C=C(C=CC2)/C=C/C(=O)OC